C1(CCCCC1)C(COCC=C)(COCC=C)CCC1CCCC1 2-cyclohexyl-2-(cyclopentylethyl)-1,3-diallyloxypropane